COC1=C(C=CC=C1)S(=NC(CC=1N=C2N(C=C(C=C2)C2=NOC(=N2)C(F)(F)F)C1)=O)(=O)C N-((2-methoxyphenyl)(methyl)(oxo)-λ6-sulfaneylidene)-2-(6-(5-(trifluoromethyl)-1,2,4-oxadiazol-3-yl)imidazo[1,2-a]pyridin-2-yl)acetamide